tert-butyl 4-((4-chloro-5-((3-fluoro-5-(phenylethynyl)pyridin-2-yl)carbamoyl)-1H-pyrazol-1-yl)methyl)-4-fluoropiperidine-1-carboxylate ClC=1C=NN(C1C(NC1=NC=C(C=C1F)C#CC1=CC=CC=C1)=O)CC1(CCN(CC1)C(=O)OC(C)(C)C)F